N-(6-phenylpyridin-2-yl)-1H-indol-5-amine C1(=CC=CC=C1)C1=CC=CC(=N1)NC=1C=C2C=CNC2=CC1